2-(Dimethylamino)ethyl methacrylat C(C(=C)C)(=O)OCCN(C)C